N-(4-amino-2-methylphenyl)-2-(1-cyclohexylethoxy)-5-fluoro-4-[3-(1-hydroxyethyl)-4-methyl-5-oxo-4,5-dihydro-1H-1,2,4-triazol-1-yl]benzamide NC1=CC(=C(C=C1)NC(C1=C(C=C(C(=C1)F)N1N=C(N(C1=O)C)C(C)O)OC(C)C1CCCCC1)=O)C